3-[3-[(Z)-3-(4-Cyanophenyl)-3-oxoprop-1-enyl]phenoxy]propanoic acid C(#N)C1=CC=C(C=C1)C(\C=C/C=1C=C(OCCC(=O)O)C=CC1)=O